2-(2-(4-amino-6-cyclopropyl-8-methyl-9H-pyrimido[4,5-b]indol-9-yl)acetyl)-N-(6-bromopyridin-2-yl)-2-azabicyclo[3.1.0]hexane-3-carboxamide NC1=NC=NC=2N(C3=C(C=C(C=C3C21)C2CC2)C)CC(=O)N2C1CC1CC2C(=O)NC2=NC(=CC=C2)Br